heneicosyl eicos-11-enoate C(CCCCCCCCCC=CCCCCCCCC)(=O)OCCCCCCCCCCCCCCCCCCCCC